phenoxyl-sodium O(C1=CC=CC=C1)[Na]